C(#N)C=1C=C2CCN(CC2=C(C1)F)C1=CC=CC(=N1)C1CCN(CC1)CC1=NC2=C(N1CC=1OC=CN1)C=C(C=C2)C(=O)O 2-((4-(6-(6-cyano-8-fluoro-3,4-dihydroisoquinolin-2(1H)-yl)pyridin-2-yl)piperidin-1-yl)methyl)-1-(oxazol-2-ylmethyl)-1H-benzo[d]imidazole-6-carboxylic acid